(6-(bis(2,4-dimethoxybenzyl)amino)-2-methyl-1-oxo-1,2-dihydroisoquinolin-8-yl)boronic acid COC1=C(CN(C=2C=C3C=CN(C(C3=C(C2)B(O)O)=O)C)CC2=C(C=C(C=C2)OC)OC)C=CC(=C1)OC